2-chloro-5-methyl-2',3',5,5',6,7-hexahydrospiro[imidazo[1,2-e]purine-8,4'-pyran] ClC=1N=CC=2N(C3N(C2N1)C1(CCOCC1)CN3)C